C=CC1=CC=C(C=C1)S(=O)(=O)[O-].[Na+] sodium styrene-4-sulfonate